C1(CC1)C=1N=C(OC1)C(N1C[C@@H](N(C[C@H]1C)C1=CC(N(C=2C=CC(=NC12)C#N)C)=O)C)C1=CC=C(C=C1)F 8-((2S,5R)-4-((4-cyclopropyloxazol-2-yl)(4-fluorophenyl)methyl)-2,5-dimethylpiperazin-1-yl)-5-methyl-6-oxo-5,6-dihydro-1,5-naphthyridine-2-carbonitrile